C1=NC=CC2=CC(=CC=C12)C1=CC=C(C=C1)N(C(=O)C1CCN(CC1)C(CC)=O)C 1-propionyl-piperidine-4-carboxylic acid (4-isoquinolin-6-yl-phenyl)-methyl-amide